4-methyl-3-n-heptyl-1,2,4-triazolin-5-thione CN1C(N=NC1=S)CCCCCCC